C(C1=CC=CC=C1)OC1=C(C=C(C(=N1)Br)N)C 6-(Benzyloxy)-2-bromo-5-methylpyridin-3-amine